4-cyano-4-methyl-N-((6-phenylthiazolo[5,4-c]Pyridazin-3-yl)methyl)isochroman-6-carboxamide 2-azidobut-3-en-1-yl-2-diazo-2-phenylacetate N(=[N+]=[N-])C(COC(C(C1=CC=CC=C1)=[N+]=[N-])=O)C=C.C(#N)C1(COCC2=CC=C(C=C12)C(=O)NCC1=CC2=C(N=N1)SC(=N2)C2=CC=CC=C2)C